C(CCCCC(=O)O)(=O)O.ClC1=C(C(=CC=C1F)Cl)[C@@H](C)OC=1C(=NC=C(C1)C=1C=NN(C1)C1CCNCC1)N 3-[(R)-1-(2,6-dichloro-3-fluorophenyl)ethoxy]-5-[1-(piperidin-4-yl)-1H-pyrazol-4-yl]pyridin-2-amine adipate